C[Si](O[Si](O[Si](CCCCCC)(C)C)(C)C)(C)C heptamethylhexyltrisiloxane